OCC[C@@H]1C(OC(O1)(C)C)=O (R)-5-(2-hydroxyethyl)-2,2-dimethyl-1,3-dioxolan-4-one